phosphine pentabromide [Br-].[Br-].[Br-].[Br-].[Br-].P